ClC1=CC=C(C(=O)N[C@H](C)C=2C=C3CCCN(C3=CC2)C(CC(C)C)=O)C=C1 4-chloro-N-{(1R)-1-[1-(3-methyl-butanoyl)-1,2,3,4-tetrahydroquinolin-6-yl]ethyl}benzamide